ON1[C@@H]2CC[C@H](N(C1=O)C2)C(NC(CCNC(OC(C)(C)C)=O)=O)=N Tert-butyl (3-((2S,5R)-6-hydroxy-7-oxo-1,6-diazabicyclo[3.2.1]octane-2-carboximidamido)-3-oxopropyl)carbamate